5-fluoro-2-N-(4-methoxy-3-[1H,4H,5H,6H,7H-pyrazolo[4,3-c]pyridin-1-yl]phenyl)-4-N,6-dimethylpyrimidine-2,4-diamine FC=1C(=NC(=NC1C)NC1=CC(=C(C=C1)OC)N1N=CC=2CNCCC21)NC